3-chloromethyl-7-(2-phenylacetamido)-3-cephem-4-carboxylate ClCC=1CS[C@H]2N(C1C(=O)[O-])C(C2NC(CC2=CC=CC=C2)=O)=O